N-(6-ethylpyridin-2-yl)-2-(1-(fluoromethyl)-2-oxabicyclo[2.1.1]hexan-4-yl)-7-methoxyimidazo[1,2-a]pyridine-6-carboxamide trifluoroacetate FC(C(=O)O)(F)F.C(C)C1=CC=CC(=N1)NC(=O)C=1C(=CC=2N(C1)C=C(N2)C21COC(C2)(C1)CF)OC